NC(C(=O)N)CC1C(NC=2N(C1)N=CC2)=O 2-amino-3-{5-oxo-4H,6H,7H-pyrazolo[1,5-a]pyrimidin-6-yl}propanamide